N,N-dimethyl-3,4-dimethylaniline CN(C1=CC(=C(C=C1)C)C)C